6-[5-({1-[(2Z)-2-(aminomethyl)-3-fluoroprop-2-en-1-yl]-5-oxo-1,5-dihydro-4H-1,2,4-triazol-4-yl}methyl)thiophen-2-yl]-2H-1,4-benzoxazin-3(4H)-one hydrochloride Cl.NC/C(/CN1N=CN(C1=O)CC1=CC=C(S1)C=1C=CC2=C(NC(CO2)=O)C1)=C/F